4-((2-(2-cyano-4,4-difluoropyrrolidin-1-yl)-2-oxoethyl)-carbamoyl)quinoline C(#N)C1N(CC(C1)(F)F)C(CNC(=O)C1=CC=NC2=CC=CC=C12)=O